FC(C(=O)C=1C2=CC=CC=C2C=2C=CC=CC2C1)(F)F 9-trifluoroacetylphenanthrene